2-(2-(cyclopropanesulfonylamino)thiazol-4-yl)-2-methyl-N-(4-(pyrimidin-2-yl)phenyl)propanamide 9-trimethoxysilyl-3,6-diazanonyl-acetate CO[Si](CCCNCCNCCCC(=O)O)(OC)OC.C1(CC1)S(=O)(=O)NC=1SC=C(N1)C(C(=O)NC1=CC=C(C=C1)C1=NC=CC=N1)(C)C